tert-butyl 4-[[3-[1-(2,6-dioxo-3-piperidyl)-3-methyl-2-oxo-benzimidazol-4-yl]cyclobutyl]methyl]piperazine-1-carboxylate O=C1NC(CCC1N1C(N(C2=C1C=CC=C2C2CC(C2)CN2CCN(CC2)C(=O)OC(C)(C)C)C)=O)=O